2-ethylhexanoate copper [Cu+2].C(C)C(C(=O)[O-])CCCC.C(C)C(C(=O)[O-])CCCC